C(C\C=C\CC)OS(=O)(=O)C methanesulfonic acid (E)-hex-3-en-1-yl ester